(S)-6-(dimethylamino)-N-(3-(1-((2-ethyl-2H-pyrazolo[3,4-b]pyrazin-6-yl)amino)ethyl)phenyl)nicotinamide CN(C1=NC=C(C(=O)NC2=CC(=CC=C2)[C@H](C)NC=2C=NC=3C(N2)=NN(C3)CC)C=C1)C